2-amino-7-butyl-6-chloro-9-((2r,3r,5s)-3-hydroxy-5-((S)-1-hydroxypropyl)tetrahydrofuran-2-yl)-7,9-dihydro-8H-purin-8-one NC1=NC(=C2N(C(N(C2=N1)[C@@H]1O[C@@H](C[C@H]1O)[C@H](CC)O)=O)CCCC)Cl